CCC(CCC)OC1=C(C(=C(C(=O)O)C(=C1)\C=C\C1=CC=C(C=C1)C(F)(F)F)O)CC=C(C)C (E)-4-(hex-3-yloxy)-2-hydroxy-3-(3-methylbut-2-en-1-yl)-6-(4-(trifluoromethyl)styryl)benzoic acid